n-butylaluminum dihydride C(CCC)[AlH2]